(5-azaniumylpentyl)carbamate [NH3+]CCCCCNC([O-])=O